(S)-8-cyclopentyl-9-(4-(4-((4-(2-(2,6-dioxopiperidin-3-yl)-1-oxoisoindolin-5-yl)piperazin-1-yl)methyl)piperidin-1-yl)phenyl)-6,7-dihydro-5H-benzo[7]annulene-3-carboxylic acid C1(CCCC1)C=1CCCC2=C(C1C1=CC=C(C=C1)N1CCC(CC1)CN1CCN(CC1)C=1C=C3CN(C(C3=CC1)=O)[C@@H]1C(NC(CC1)=O)=O)C=CC(=C2)C(=O)O